CC(C(C)=NO)(NCCCNC(C(C)=NO)(C)C)C 3,3,9,9-Tetramethyl-4,8-diazaundecane-2,10-dione dioxime